ClC1=C2C(=NC=C1C1=CC=CC(=N1)N1C(CN(CC1)CCCN1CCN(CC1)C=1C=C3CN(C(C3=CC1)=O)C1C(NC(CC1)=O)=O)=O)NC=C2C2CC2 3-(5-(4-(3-(4-(6-(4-chloro-3-cyclopropyl-1H-pyrrolo[2,3-b]pyridin-5-yl)pyridin-2-yl)-3-oxopiperazin-1-yl)propyl)piperazin-1-yl)-1-oxoisoindolin-2-yl)piperidine-2,6-dione